FC1=CC=C(CNC(=O)C=2N=NSC2NC(=O)NCCC2=NC=CC=C2)C=C1 (4-(4-fluorobenzyl-carbamoyl)-1,2,3-thiadiazol-5-yl)-3-(2-(pyridin-2-yl)ethyl)urea